1-[(3S)-3-[4-[2,3-difluoro-4-[[(3S)-tetrahydrofuran-3-yl]methoxy]anilino]-7-fluoro-pyrido[3,2-d]pyrimidin-6-yl]oxypyrrolidin-1-yl]prop-2-en-1-one FC1=C(NC=2C3=C(N=CN2)C=C(C(=N3)O[C@@H]3CN(CC3)C(C=C)=O)F)C=CC(=C1F)OC[C@@H]1COCC1